7-(2-bromo-5-methoxyphenyl)-6-chloro-4-((2S)-2-methyl-4-(2-propenoyl)-1-piperazinyl)-1-(2-(2-propanyl)phenyl)pyrido[2,3-d]pyrimidin-2(1H)-one BrC1=C(C=C(C=C1)OC)C=1C(=CC2=C(N(C(N=C2N2[C@H](CN(CC2)C(C=C)=O)C)=O)C2=C(C=CC=C2)C(C)C)N1)Cl